FC1=CC=C(C=C1)C=1N=CN(C1C=1C=CC=2N(N1)C(=CN2)C(=O)N)CCC(F)(F)F 6-(4-(4-fluorophenyl)-1-(3,3,3-trifluoro-propyl)-1H-imidazol-5-yl)imidazo[1,2-b]pyridazine-3-carboxamide